O1CCN(CC1)C1=CC=C(C=C1)C1(CCC1)NC(OC(C)(C)C)=O tert-butyl (1-(4-morpholinophenyl)cyclobutyl)carbamate